COCC=1C=CC(=NC1)C=1C=NC(=CC1NC1=NC(=NC(=C1)C)C1COCCC1)NC(C)=O N-(5-(methoxymethyl)-4'-((6-methyl-2-(tetrahydro-2H-pyran-3-yl)pyrimidin-4-yl)amino)-[2,3'-bipyridin]-6'-yl)acetamide